C(C)(C)(C)OC(=O)N(C1=NC=CC(=C1Cl)Br)C(=O)OC(C)(C)C N,N-bis(tert-butoxycarbonyl)-4-bromo-3-chloropyridin-2-amine